2,6-Diisocyanato-toluol N(=C=O)C1=C(C(=CC=C1)N=C=O)C